tert-butyl (S)-4-(3-((1-(4-((1-(tert-butoxycarbonyl)pyrrolidin-3-yl)oxy)-3-(4-(tert-butyl)cyclohexyl)benzoyl)piperidin-4-yl)oxy)-4-carbamoylphenyl)piperazine-1-carboxylate C(C)(C)(C)OC(=O)N1C[C@H](CC1)OC1=C(C=C(C(=O)N2CCC(CC2)OC=2C=C(C=CC2C(N)=O)N2CCN(CC2)C(=O)OC(C)(C)C)C=C1)C1CCC(CC1)C(C)(C)C